6-chloro-8-methoxy-3-[3-(trifluoromethyl)phenyl]imidazo[1,2-b]pyridazine ClC=1C=C(C=2N(N1)C(=CN2)C2=CC(=CC=C2)C(F)(F)F)OC